ClC1=C(C=CC(=C1)N1C[C@H](NCC1)C)C1C(NC(CC1)=O)=O 3-[2-chloro-4-[(3R)-3-methylpiperazin-1-yl]phenyl]piperidine-2,6-dione